ClC1=NC=CC(N1)(C)Cl 2,4-dichloro-4-methylpyrimidine